N[C@H]1CN(CCC1)C(=O)C1=CC2=C(N(C(=N2)C2=CC=3C=4N2CCN(C4C=CC3)C3CC(C3)NC(C)=O)C)C(=C1)OC (R)-N-(3-(5-(5-(3-aminopiperidine-1-carbonyl)-7-methoxy-1-methyl-1H-benzo[d]imidazol-2-yl)-2,3-dihydro-1H-pyrrolo[1,2,3-de]quinoxalin-1-yl)cyclobutyl)acetamide